BrC(C(C)=O)C1=CC(=CC=C1)Cl 1-bromo-1-(3-chlorophenyl)propan-2-one